ClC1=C(C=C(C=C1)N1C(C2(C3=NC(=CC=C31)C(=O)N3C(C(NCC3)=O)(C)C)CCOCC2)=O)F 1'-(4-chloro-3-fluorophenyl)-5'-(2,2-dimethyl-3-oxopiperazine-1-carbonyl)-2,3,5,6-tetrahydrospiro[pyran-4,3'-pyrrolo[3,2-b]pyridin]-2'(1'h)-one